NC1CCN(CC1)CC1=CC=C(C=C1)N1C(=NC=2C1=NC(=CC2)C2=CCCCC2)C=2C(=NC=CC2)N 3-(3-(4-((4-Aminopiperidin-1-yl)methyl)phenyl)-5-(cyclohex-1-en-1-yl)-3H-imidazo[4,5-b]pyridin-2-yl)pyridin-2-amine